SCC1CCC(CC1)CS 1,4-bis(mercaptomethyl)cyclohexane